Methyl 4-((3R*,4S*)-1-(3-amino-6-(2-hydroxyphenyl)pyridazin-4-yl)-4-methylpiperidin-3-yl)benzoate NC=1N=NC(=CC1N1C[C@H]([C@H](CC1)C)C1=CC=C(C(=O)OC)C=C1)C1=C(C=CC=C1)O |o1:9,10|